1-(tert-butoxycarbonyl)-2-methyl-pyrrolidine-2-carboxylic acid C(C)(C)(C)OC(=O)N1C(CCC1)(C(=O)O)C